(E)-4-(3-methyl-5-(2-(1-(m-tolyl)ethylidene)hydrazinyl)-3H-imidazo[4,5-b]pyridin-7-yl)morpholine CN1C=NC=2C1=NC(=CC2N2CCOCC2)N/N=C(\C)/C=2C=C(C=CC2)C